NC(CNC(OC(C)(C)C)=O)CC tert-butyl (2-aminobutyl)carbamate